5-chloro-2-methoxy-4-hydroxybenzaldehyde ClC=1C(=CC(=C(C=O)C1)OC)O